C(C)(C)(C)OC(=O)N1[C@H](C[C@H](C1)N1C=C(C2=C1N=CN=C2N)I)C.FC=2C=C(N)C=C(C2C2=C(C=NC=C2)OC)F 3,5-difluoro-4-(3-methoxypyridin-4-yl)aniline tert-Butyl-(2S,4R)-4-(4-amino-5-iodo-7H-pyrrolo[2,3-d]pyrimidin-7-yl)-2-methylpyrrolidine-1-carboxylate